(2-(phenylsulfonyl)vinyl)benzene C1(=CC=CC=C1)S(=O)(=O)C=CC1=CC=CC=C1